((7-bromo-3-((5,5,5-trifluoropentyl)oxy)isoquinolin-6-yl)difluoromethyl)phosphonic acid BrC1=C(C=C2C=C(N=CC2=C1)OCCCCC(F)(F)F)C(F)(F)P(O)(O)=O